COC(=O)C1(CCC2(C(CC3=CC=CC=C23)CCCSC2=CC=CC=C2)CC1)NC1=CC(=CC=C1)Cl (1r,4r)-4-(3-chloroanilino)-2'-[3-(phenylsulfanyl)propyl]-2',3'-dihydrospiro[cyclohexane-1,1'-indene]-4-carboxylic acid methyl ester